NC(CCC1=CC=C(C=C1)C(C(=O)OC)(C)C)=O methyl 2-(4-(3-amino-3-oxopropyl) phenyl)-2-methylpropionate